C1(CC1)C1=NN(C=N1)C1CC2(CN(C2)C(=O)N2CC3(C2)CC(C3)CC=3C(=NN(C3)C3CC3)C(F)(F)F)C1 [6-(3-cyclopropyl-1,2,4-triazol-1-yl)-2-azaspiro[3.3]heptan-2-yl]-[6-[[1-cyclopropyl-3-(trifluoromethyl)pyrazol-4-yl]methyl]-2-azaspiro[3.3]heptan-2-yl]methanone